C(C)C1=CC=C(C=C1)N=CCC1=CC=CC(=N1)C(C)=O 6-(4-Ethylphenylimino)ethyl-2-acetylpyridin